C(C1=CC=CC=C1)OC(=O)NCC(=O)NC(C(C)C(C(=O)OCC)C(=O)OCC)CC1=CC=CC=C1 (±)-Diethyl 2-(3-(2-(((benzyloxy)carbonyl)amino)acetamido)-4-phenylbutan-2-yl)malonate